tert-butyl 3-(3-(5-(3-carbamimidoyl-4-fluorophenoxy)-6-fluoro-1H-indol-4-yl)propoxy)propanoate C(N)(=N)C=1C=C(OC=2C(=C3C=CNC3=CC2F)CCCOCCC(=O)OC(C)(C)C)C=CC1F